C1(=CC=CC=C1)[C@H]1N(CCC(C1)N(C(C(F)(F)F)=O)C)C(=O)OC(C)(C)C tert-Butyl (2S)-2-phenyl-4-(2,2,2-trifluoro-N-methylacetamido)piperidine-1-carboxylate